2-amino-4-guanidinobutyric acid NC(C(=O)O)CCNC(=N)N